1-(2-bromo-4-chlorophenyl)cyclopropan-1-amine BrC1=C(C=CC(=C1)Cl)C1(CC1)N